[Sb].[Sb].[Ag].O(C1=CC=CC=C1)C1=CC=C2C(CCOC2=C1)NC(C=C)=O N-(7-Phenoxychroman-4-yl)acrylamide silver-antimony antimony